FC1=C(C=CC(=C1)N1CCN(CC1)C)N1C=NC(=C1)NC=1N=CC(=NC1)C#N 5-((1-(2-Fluoro-4-(4-methylpiperazin-1-yl)phenyl)-1H-imidazol-4-yl)amino)pyrazine-2-carbonitrile